(6aR)-4-Chloro-3-(2-fluoro-6-hydroxyphenyl)-1-(4-ethyl-3,3-dimethylpiperazin-1-yl)-7,8,9,10-tetrahydro-6H-pyrazino[2,1-c]pyrido[3,4-f][1,4]oxazepin-12-one ClC1=C(N=C(C=2C(N3[C@@H](COC21)CNCC3)=O)N3CC(N(CC3)CC)(C)C)C3=C(C=CC=C3O)F